COC=1C=2N(C=CC1N1CCNCC1)C(=CN2)N2C(NC(CC2)=O)=O 1-(8-methoxy-7-piperazin-1-yl-imidazo[1,2-a]pyridin-3-yl)hexahydropyrimidine-2,4-dione